3-mercaptomethyl-1,7-dimercapto-2,6-dithiaheptane SCC(SCS)CCSCS